5-Benzyl-4-chlorothiophene-2-carboxylic Acid C(C1=CC=CC=C1)C1=C(C=C(S1)C(=O)O)Cl